C(=C)OCCOC1=CC=C(C=C1)OCCOC=C 1,4-bis(2-vinyloxyethoxy)benzene